(R)-N-((3-CHLORO-5-FLUORO-4-(((R)-1-((4-FLUOROPHENYL)THIO)-4-(3-METHOXYAZETIDIN-1-YL)BUTAN-2-YL)AMINO)PHENYL)SULFONYL)-2-METHYLTETRAHYDRO-2H-PYRAN-2-CARBOXAMIDE ClC=1C=C(C=C(C1N[C@@H](CSC1=CC=C(C=C1)F)CCN1CC(C1)OC)F)S(=O)(=O)NC(=O)[C@@]1(OCCCC1)C